C(C1=CC=CC=C1)OC1=CC=C(OCCCCC(=O)NC2=C(C(=O)NC3=C(C(=O)O)C=CC=C3)C=CC=C2)C=C1 2-(2-(5-(4-(benzyloxy)phenoxy)pentanoylamino)benzoylamino)benzoic acid